N-(2-chloro-4-fluoro-3-((5-methyl-4-oxo-3-(2,2,2-trifluoroethyl)-3,4-dihydroquinazolin-6-yl)amino)phenyl)propane-1-sulfonamide ClC1=C(C=CC(=C1NC=1C(=C2C(N(C=NC2=CC1)CC(F)(F)F)=O)C)F)NS(=O)(=O)CCC